bis-phosphinomethane PCP